1,4-bis(cyclohexylamino)-2,3-difluoroanthraquinone C1(CCCCC1)NC1=C(C(=C(C=2C(C3=CC=CC=C3C(C12)=O)=O)NC1CCCCC1)F)F